3-((1S,3R)-3-((5-cyano-4-(1-(1-hydroxy-2-methylpropan-2-yl)-1H-pyrazol-4-yl)pyrimidin-2-yl)amino)cyclohexyl)-3H-imidazo[4,5-b]pyridine-6-carbonitrile C(#N)C=1C(=NC(=NC1)N[C@H]1C[C@H](CCC1)N1C=NC=2C1=NC=C(C2)C#N)C=2C=NN(C2)C(CO)(C)C